N1,N1,N6,N6-tetrakis(2-hydroxyethyl)-hexanediamide OCCN(C(CCCCC(=O)N(CCO)CCO)=O)CCO